BrC=1C(=O)NC(C1)=O monobromomaleimide